2-(3-(4-(5-(trifluoromethyl)pyrimidin-2-yl)piperazine-1-carbonyl)benzyl)-2H-indazole-7-carboxamide FC(C=1C=NC(=NC1)N1CCN(CC1)C(=O)C=1C=C(CN2N=C3C(=CC=CC3=C2)C(=O)N)C=CC1)(F)F